methyl 2-((4-fluoro-2-methylphenyl)-amino)-6-meth-ylnicotinate FC1=CC(=C(C=C1)NC1=C(C(=O)OC)C=CC(=N1)C)C